ClC1=C(C=CC=C1F)CC(=O)NC1=CN=NC(=C1)NC1=CC=C(C=C1)F (2-chloro-3-fluorophenyl)-N-[6-(4-fluorophenylamino)pyridazin-4-yl]acetamide